((1S)-(6-methoxyquinolin-4-yl)(((1S,4S,5r)-5-vinylquinolin-2-yl)methyl)amino)cyclobut-3-ene-1,2-dione COC=1C=C2C(=CC=NC2=CC1)N(CC1=NC2=CC=CC(=C2C=C1)C=C)C=1C(C(C1)=O)=O